N-(3-(5-chlorobenzo[d]oxazol-2-yl)phenyl)-2-(3-(trifluoromethyl)phenyl)acetamide (S)-methyl-5-(1-amino-2-hydroxyethyl)-2-chlorobenzoate COC(C1=C(C=CC(=C1)[C@@H](CO)N)Cl)=O.ClC=1C=CC2=C(N=C(O2)C=2C=C(C=CC2)NC(CC2=CC(=CC=C2)C(F)(F)F)=O)C1